5-chloro-N-(1-(2-methoxy-5-(5-(tetrahydropyrrol-1-yl)-1H-7-azaindol-3-yl)-pyridin-3-yl)ethyl)-2,6-dimethylpyrimidin-4-amine ClC=1C(=NC(=NC1C)C)NC(C)C=1C(=NC=C(C1)C1=CNC2=NC=C(C=C12)N1CCCC1)OC